N=1SN=C2C1C(=CC=C2C=2C=CC=C1C=CC=C(C21)C2=CC=C(C(=O)N[C@H](C)C1=CC3=CC=CC=C3C=C1)C=C2)C=2C=CC=C1C=CC=C(C21)C2=CC=C(C(=O)N[C@H](C)C1=CC3=CC=CC=C3C=C1)C=C2 4,4'-(benzo[c][1,2,5]thiadiazole-4,7-diylbis(naphthalene-8,1-diyl))bis(N-((R)-1-(naphthalen-2-yl)ethyl)benzamide)